tri-(isooctyl thioglycolate) antimony [Sb+3].C(CCCCC(C)C)C(C(=O)[O-])S.C(CCCCC(C)C)C(C(=O)[O-])S.C(CCCCC(C)C)C(C(=O)[O-])S